Tris(4-tert-butylphenyl)sulfonium 4-methylsulfonylphenyl-sulfate CS(=O)(=O)C1=CC=C(C=C1)OS(=O)(=O)[O-].C(C)(C)(C)C1=CC=C(C=C1)[S+](C1=CC=C(C=C1)C(C)(C)C)C1=CC=C(C=C1)C(C)(C)C